tert-butyl-(7,8-dihydronaphthalene-1-yloxy)dimethylsilane C(C)(C)(C)[Si](C)(C)OC1=CC=CC=2C=CCCC12